C(C(=O)C)(=O)[O-].C(C(=O)C)(=O)[O-].C(C(=O)C)(=O)[O-].[Fe+3] ferric tri-pyruvate